FC(C1=NN=C2N1CCN(C2)C2=CC=C(N=N2)C#N)(F)F 6-(3-(trifluoromethyl)-5,6-dihydro-[1,2,4]triazolo[4,3-a]pyrazin-7(8H)-yl)pyridazine-3-carbonitrile